(2r,4s)-2-(2-(6-(tert-butyl)pyridin-2-yl)-7-azaspiro[3.5]nonane-7-carbonyl)-5-azaspiro[3.4]octan-6-one C(C)(C)(C)C1=CC=CC(=N1)C1CC2(C1)CCN(CC2)C(=O)C2CC1(C2)NC(CC1)=O